2-[2-(2-bromoethoxy)ethoxy]ethoxymethylbenzene BrCCOCCOCCOCC1=CC=CC=C1